(S)-1-(5-(2-methylpyrimidin-5-yl)-1H-pyrrole-2-carbonyl)-N-(3,4,5-trifluorophenyl)pyrrolidine-3-carboxamide CC1=NC=C(C=N1)C1=CC=C(N1)C(=O)N1C[C@H](CC1)C(=O)NC1=CC(=C(C(=C1)F)F)F